trans-3-(4-methyl-4H-1,2,4-triazol-3-yl)-3-(3-(8-methyl-6-(((S)-3-methylpiperidin-1-yl)methyl)-4-oxo-4H-chromen-3-yl)phenyl)cyclobutylacetonitrile CN1C(=NN=C1)C1(CC(C1)CC#N)C1=CC(=CC=C1)C1=COC2=C(C=C(C=C2C1=O)CN1C[C@H](CCC1)C)C